S(=O)(=O)(O)O.O(S(=O)(=O)O)CC(C[K])(COS(=O)(=O)O)COS(=O)(=O)O 3-sulfoxy-2,2-disulfoxymethyl-propyl-potassium sulfate